2-(2,6-Dichlorophenyl)-9-(5-(2-hydroxypropan-2-yl)pyridin-3-yl)imidazo[2,1-f][1,6]naphthyridine-3-carboxamide ClC1=C(C(=CC=C1)Cl)C=1N=C2C=3C=C(C=NC3C=CN2C1C(=O)N)C=1C=NC=C(C1)C(C)(C)O